C(C1=CC=CC=C1)C1=CN=C(N=N1)N1CCC2(CC1)[C@@H](C1=CC=CC=C1C2)N (S)-1'-(6-benzyl-1,2,4-triazin-3-yl)-1,3-dihydrospiro[indene-2,4'-piperidin]-1-amine